((3-amino-4-phenyl-6-(thiophen-2-yl)thieno[2,3-b]pyridin-2-yl)sulfinyl)butyronitrile NC1=C(SC2=NC(=CC(=C21)C2=CC=CC=C2)C=2SC=CC2)S(=O)C(C#N)CC